COC1CCC(CC1)CC1=CC=C[N-]1 (2R,5S)-5-(((1r,4S)-4-methoxycyclohexyl)methyl)pyrrolid